C=C1COC(OC1)=O 5-methylene-1,3-dioxanone